NC=1C(=CC(=NC1NCC)N1N=C(C=C1C(=O)OCC)C=1C=C(C=CC1)C)N1CCOCC1 ethyl 1-(5-amino-6-(ethylamino)-4-morpholinopyridin-2-yl)-3-(m-tolyl)-1H-pyrazole-5-carboxylate